NC1=C(C=C(C=N1)C#CCNC(=O)NCCCN1CCCC1)OC(C)C1=C(C(=CC=C1Cl)F)Cl 1-(3-{6-amino-5-[1-(2,6-dichloro-3-fluoro-phenyl)-ethoxy]-pyridin-3-yl}-prop-2-ynyl)-3-(3-pyrrolidin-1-yl-propyl)-urea